C(C)OC(=O)C1=NOC(=N1)C1=CC=CC=C1 5-phenyl-1,2,4-oxadiazole-3-carboxylic acid ethyl ester